C(C)(C)(C)OC(=O)N1CCC(CC1)C=1C=C2C(=NN=C(C2=CC1)C)N[C@H](C)C1=C(C(=CC=C1)C(F)(F)F)C (R)-4-(1-methyl-4-((1-(2-methyl-3-(trifluoromethyl)phenyl)ethyl)amino)phthalazin-6-yl)piperidine-1-carboxylic acid tert-butyl ester